4-(oxetane-3-carbonyl)piperazin O1CC(C1)C(=O)N1CCNCC1